benzene cycloundecane-8-ene-6-carboxylate C1CCCCC(CC=CCC1)C(=O)O.C1=CC=CC=C1